chloro germanate [GeH](=O)OCl